tert-Butyl (2-((tert-butoxycarbonyl)amino)ethyl)(2-(4,7-dimethyl-1,3,8-trioxo-5,6-diphenyl-3a,4,7,7a-tetrahydro-1H-4,7-methanoisoindol-2(2H)-yl)ethyl)carbamate C(C)(C)(C)OC(=O)NCCN(C(OC(C)(C)C)=O)CCN1C(C2C3(C(=C(C(C2C1=O)(C3=O)C)C3=CC=CC=C3)C3=CC=CC=C3)C)=O